ClC1=CC(=C(COC2=CC=CC(=N2)C2CCN(CC2)CC2=CC3=C(N2CC2=CN=CN2CC)C=C(S3)C(=O)OC)C=C1)F methyl 5-((4-(6-((4-chloro-2-fluorobenzyl) oxy) pyridin-2-yl) piperidin-1-yl) methyl)-4-((1-ethyl-1H-imidazol-5-yl) methyl)-4H-thieno[3,2-b]pyrrole-2-carboxylate